N-((4-methoxy-6-methyl-2-oxo-1,2-dihydropyridin-3-yl)methyl)-6-methyl-5-(1-morpholinoethyl)-1-phenylindolizine-7-carboxamide COC1=C(C(NC(=C1)C)=O)CNC(=O)C=1C(=C(N2C=CC(=C2C1)C1=CC=CC=C1)C(C)N1CCOCC1)C